FC1([C@](C1)(CN1CCC2(CC(C2)CC=2N=NN(C2)C)CC1)CO)F (R)-(2,2-difluoro-1-((2-((1-methyl-1H-1,2,3-triazol-4-yl)methyl)-7-azaspiro[3.5]nonan-7-yl)methyl)cyclopropyl)methanol